BrC1=CC=2CCN3N(C2C=C1)CC1=C3N=C3C(=C1C)N=CC=N3 3-bromo-13-methyl-5,6-dihydro-14H-pyrazino[2'',3'':5',6']pyrido[2',3':3,4]pyrazolo[1,2-a]cinnoline